COC([O-])=O.CN1C(=[N+](C=C1)C)C 1,2,3-trimethylimidazolium methylcarbonate